3-methylbutyric acid CC(CC(=O)O)C